CC1CN(CCN1C1=NC=CN=C1NC1=CC=C(C=C1)C(F)(F)F)C(C=C)=O 1-(3-methyl-4-(3-((4-(trifluoromethyl)phenyl)amino)pyrazin-2-yl)piperazin-1-yl)prop-2-en-1-one